3-Cyclopentyl-Acrylic Acid C1(CCCC1)C=CC(=O)O